ClC=1C=CC2=C(N=C(S2)C2=CC(=CC=C2)Cl)C1 5-chloro-2-(3-chlorophenyl)benzo[d]thiazole